2-naphthalenehydroxamic acid C1=C(C=CC2=CC=CC=C12)C(=O)NO